[Na+].[Na+].[Na+].O=C1C(O)=C([O-])[C@H](O1)[C@@H](O)CO.O=C1C(O)=C([O-])[C@H](O1)[C@@H](O)CO.O=C1C(O)=C([O-])[C@H](O1)[C@@H](O)CO l-ascorbic acid trisodium salt